BrCC1=CC=CC2=NSN=C21 4-(bromomethyl)benzo[c][1,2,5]thiadiazole